(Z)-3-(3-(3,5-bis(trifluoromethyl)phenyl)-1H-1,2,4-triazol-1-yl)-N'-(pyrazin-2-yl)acrylohydrazide FC(C=1C=C(C=C(C1)C(F)(F)F)C1=NN(C=N1)\C=C/C(=O)NNC1=NC=CN=C1)(F)F